NC1=NN2C(C=C(C=C2)C=2C=C(C(=NC2)OC)C(=O)NC=2C=NN(C2)C(C2=CC=CC=C2)C2=CC=CC=C2)=N1 5-{2-amino-[1,2,4]triazolo[1,5-a]pyridin-7-yl}-N-[1-(diphenylmethyl)-1H-pyrazol-4-yl]-2-methoxypyridine-3-carboxamide